1-trifluoromethylthio-2-p-chlorophenyl-5-methylindole FC(SN1C(=CC2=CC(=CC=C12)C)C1=CC=C(C=C1)Cl)(F)F